(S)-N-(3-chloro-4-fluorophenyl)-1-(6-methyl-4-(trifluoromethyl)pyridin-2-yl)-5-oxopyrrolidine-2-carboxamide ClC=1C=C(C=CC1F)NC(=O)[C@H]1N(C(CC1)=O)C1=NC(=CC(=C1)C(F)(F)F)C